C12(CC3CC(CC(C1)C3)C2)CC(=O)NC2=C(C=CC=C2F)F 2-(1-adamantyl)-N-(2,6-difluorophenyl)acetamide